ClC1=C(C=CC=C1)CC(=O)NC1=CN=NC(=C1)NC1=CC(=CC=C1)F 2-(2-chlorophenyl)-N-[6-(3-fluoroanilino)pyridazin-4-yl]acetamide